4-(4-(cyclopropylmethoxy)phenyl)butan-1-ol C1(CC1)COC1=CC=C(C=C1)CCCCO